C(C)C(CC=1C=C(SC1Cl)C1=C2C(SC(=C2)[Sn](C)(C)C)=C(C2=C1SC(=C2)[Sn](C)(C)C)C=2SC(=C(C2)CC(CCCC)CC)Cl)CCCC (4,8-bis(4-(2-ethylhexyl)-5-chlorothiophene-2-yl)benzo[1,2-b:4,5-b']dithiophene-2,6-diyl)bis(trimethylstannane)